1,4-dicyano-1-butene C(#N)C=CCCC#N